4-(6-(4-fluorophenyl)pyrazine-2-carbonyl)-3,4-dihydro-2H-benzo[b][1,4]oxazine-2-carboxylic acid ethyl ester C(C)OC(=O)C1CN(C2=C(O1)C=CC=C2)C(=O)C2=NC(=CN=C2)C2=CC=C(C=C2)F